C(C)N(CCC=1C(=C(C=CC1)C1=NC(=C2N1C=CC=C2)C2=C(C=NC=C2)O)O)CC 4-(3-(3-(2-(diethylamino)ethyl)-2-hydroxyphenyl)imidazo[1,5-a]pyridin-1-yl)pyridin-3-ol